2-Amino-7-fluoro-4-(5-fluoro-3-((2S,3S)-2-methyl-3-((1-methylcyclopropyl)amino)pyrrolidin-1-yl)-7,9-dihydrofuro[3,4-f]quinazolin-6-yl)thieno[3,2-c]pyridine-3-carbonitrile NC1=C(C=2C(=NC=C(C2S1)F)C=1C2=C(C=3C=NC(=NC3C1F)N1[C@H]([C@H](CC1)NC1(CC1)C)C)COC2)C#N